2-((2R,4S)-2-(2,5-difluorophenyl)-4-fluoropyrrolidin-1-yl)-8-(1-(2,2-dimethylpiperidin-4-yl)-1H-pyrazol-4-yl)-1,5-naphthyridine FC1=C(C=C(C=C1)F)[C@@H]1N(C[C@H](C1)F)C1=NC2=C(C=CN=C2C=C1)C=1C=NN(C1)C1CC(NCC1)(C)C